N[C@H](C(=O)NC1=CC(=C(C=C1)C=1N(C=NC1C)C)O)C(C1CC1)C1CC1 (2S)-2-amino-3,3-dicyclopropyl-N-[4-(3,5-dimethylimidazol-4-yl)-3-hydroxy-phenyl]propan-amide